C(C)(=O)O[C@@H]1[C@H](O[C@H]([C@@H]1OC(C)=O)N1C=2N=C(NC(C2N=C1)=O)NC(C(C)C)=O)CNC(C(C)C)=O [(2R,3R,4R,5R)-4-acetoxy-2-[(2-methylpropanoylamino)-methyl]-5-[2-(2-methyl-propanoyl-amino)-6-oxo-1H-purin-9-yl]tetrahydrofuran-3-yl] acetate